F[C@H]1CN(CC[C@@H]1NC1=C2C=CN(C2=CC(=C1)C#CCNC1=C(C=C(C=C1)S(=O)(=O)N)OC)CC(F)(F)F)C 4-(3-{4-[(3S,4S)-3-fluoro-1-methyl-4-piperidylamino]-1-(2,2,2-trifluoroethyl)-6-indolyl}-2-propynylamino)-3-methoxybenzenesulfonamide